hydroxypyridon (1,2,2,6,6-pentamethyl-4-piperidyl)-1,2,3,4-butane-tetracarboxylate CN1C(CC(CC1(C)C)OC(=O)CC(C(CC(=O)O)C(=O)O)C(=O)O)(C)C.OC=1C(NC=CC1)=O